NC=1C=C(C=CC1)N1N=C(C=2C1=NC=NC2N2[C@H](CN(CC2)C(=O)OC(C)(C)C)C)C2CCOCC2 tert-Butyl (S)-4-(1-(3-aminophenyl)-3-(tetrahydro-2H-pyran-4-yl)-1H-pyrazolo[3,4-d]pyrimidin-4-yl)-3-methylpiperazine-1-carboxylate